COC=1C=C(C=C(C1)OC)N(C(=O)C=1N=C(SC1)C#C)[C@H]1CN(CC1)CC(F)(F)F (R)-N-(3,5-Dimethoxyphenyl)-2-ethynyl-N-(1-(2,2,2-trifluoroethyl)pyrrolidin-3-yl)thiazole-4-carboxamide